2-methylsulfanyl-4-trifluoromethyl-benzonitrile CSC1=C(C#N)C=CC(=C1)C(F)(F)F